C(C)(C)(C)C=1C=C(C=C(C1O)C)CCC(=O)OCCOCCOC(CCC1=CC(=C(C(=C1)C)O)C(C)(C)C)=O diethylene glycol bis[β-(3-t-butyl-4-hydroxy-5-methylphenyl) propionate]